4-ethyl-4-methylimidazole C(C)C1(N=CN=C1)C